trans-3-((2-Cyclopropylethyl)amino)-5-(4-hydroxycyclohexyl)pyrimido[4,5-c]isoquinolin-6(5H)-one C1(CC1)CCNC=1N=CC2=C(N(C(C=3C=CC=CC23)=O)[C@@H]2CC[C@H](CC2)O)N1